silver amino hydroxide NO.[Ag]